OC1=CC=C(C(=C1N1CC(NS1(=O)=O)=O)C)C=1C=NN(C1)CCC(C)C 5-(6-hydroxy-3-(1-isopentyl-1H-pyrazol-4-yl)-2-methylphenyl)-1,2,5-thiadiazolidin-3-one 1,1-dioxide